N=1C=C(N2C1C=CC=C2)C(C)(C)N(C(=O)C2CN(C2)C=2C1=C(N=C(N2)N2CCN(CCC2)C)C=CS1)C N-(2-(imidazo[1,2-a]pyridin-3-yl)propan-2-yl)-N-methyl-1-(2-(4-methyl-1,4-diazepan-1-yl)thieno[3,2-d]pyrimidin-4-yl)azetidine-3-carboxamide